N[C@@H]1CN(C[C@@H]1F)C=1C=C2CN3[C@@H](C2=CC1)CN(C[C@H]3C)C3=CC(N(C1=NC=CC=C31)C)=O 4-[(4R,10bS)-8-[(3R,4S)-3-amino-4-fluoro-pyrrolidin-1-yl]-4-methyl-3,4,6,10b-tetrahydro-1H-pyrazino[2,1-a]isoindol-2-yl]-1-methyl-1,8-naphthyridin-2-one